FC1=C(C=CC(=C1)F)CC(=O)NC1=CC=C(OC2=CC(=NC=N2)N2C[C@H](NCC2)C)C=C1 (R)-4-(6-(4-(2-(2,4-difluorophenyl)acetamido)phenoxy)pyrimidin-4-yl)-2-methylpiperazin